NC1=CC(=NC=C1C(=O)OC)C(=C)OCC methyl 4-amino-6-(1-ethoxyvinyl)nicotinate